[I-].[I-].C[SiH](C)[Zr+2](C1(C(=C(C(=C1)C)C)C)C)C1(C(=C(C(=C1)C)C)C)C dimethylsilyl-bis(tetramethylcyclopentadienyl)zirconium diiodide